C1(CCC1)OC1=CC=2N(C=C1C(=O)NC=1C(N(C=CC1)[C@@H]1[C@@H](C1)F)=O)C=C(N2)C21COC(C2)(C1)C 7-cyclobutoxy-N-(1-((1s,2r)-2-fluorocyclopropyl)-2-oxo-1,2-dihydropyridin-3-yl)-2-(1-methyl-2-oxabicyclo[2.1.1]hex-4-yl)imidazo[1,2-a]pyridine-6-carboxamide